O=C1NC(CCC1N1C(C2=CC=C(C=C2CC1)N1CC(CC1)CN1CCC(CC1)C1=CC=C(C=C1)NC=1N=C(N=NC1C(=O)N)N1CCCCC1)=O)=O 5-((4-(1-((1-(2-(2,6-dioxopiperidin-3-yl)-1-oxo-1,2,3,4-tetrahydroisoquinolin-6-yl)pyrrolidin-3-yl)methyl)piperidin-4-yl)phenyl)amino)-3-(piperidin-1-yl)-1,2,4-triazine-6-carboxamide